ClC1=C(C=C(C=C1)C=1C=NC=CC1)CNC1=NN2C(NC(=CC2=O)CCC)=N1 2-[[2-chloro-5-(3-pyridinyl)phenyl]methylamino]-5-propyl-4H-[1,2,4]triazolo[1,5-a]pyrimidin-7-one